N1=C(C=CC=C1)C1C=C2C=CN=C2C(C1)C1=CC(=CC=C1)C1=NC=CC=C1 5-(pyridin-2-yl)-7-(3-(pyridin-2-yl)phenyl)-5,7-dihydroindole